FC=1C=C(C=CC1N1N=CC=C1)CN (3-fluoro-4-(1H-pyrazol-1-yl)phenyl)methylamine